OC1=C(C(=O)NCCCC[C@@H](C=2NC(=CN2)C2=CC3=CC=CC=C3C=C2)NC(=O)C2=CN=CS2)C(=CC=C1)C (S)-N-(5-(2-hydroxy-6-methylbenzamido)-1-(5-(naphthalen-2-yl)-1H-imidazol-2-yl)pentyl)thiazole-5-carboxamide